triisooctyl-(2-methoxyethoxy)silane C(CCCCC(C)C)[Si](OCCOC)(CCCCCC(C)C)CCCCCC(C)C